C(C)N(C(C(C)OC1=CC=CC2=CC=CC=C12)=O)CC N,N-diethyl-2-(α-naphthoxy)propionamide